C1(=CC=CC=C1)\C(=C/C1=C(C(=C(C=C1)C(F)(F)F)S(=O)(=O)O)C1=CC=CC=C1)\C1=CC=C(C=C1)C(F)(F)F (E)-1-(2-Phenyl-2-(4-trifluoromethylphenyl)vinyl)sulfophenyl-4-trifluoromethylbenzene